2-[(4-tert-butylcyclohexyl)(methyl)amino]methylquinazolin-4-ol C(C)(C)(C)C1CCC(CC1)N(C)CC1=NC2=CC=CC=C2C(=N1)O